2-(2-(cyclobutanesulfonamido)pyrimidin-4-yl)-N-(4-(6-ethoxypyrazin-2-yl)phenyl)-2-methylpropanamide C1(CCC1)S(=O)(=O)NC1=NC=CC(=N1)C(C(=O)NC1=CC=C(C=C1)C1=NC(=CN=C1)OCC)(C)C